2-(2-chlorophenyl)-4-methoxy-benzenesulfonyl chloride ClC1=C(C=CC=C1)C1=C(C=CC(=C1)OC)S(=O)(=O)Cl